1-methyl-pyrazole-4-carboxamide CN1N=CC(=C1)C(=O)N